9-phenyl-10-[4-(9-phenyl-9H-fluoren-9-yl)biphenyl-4'-yl]Anthracene C1(=CC=CC=C1)C=1C2=CC=CC=C2C(=C2C=CC=CC12)C1=CC=C(C=C1)C1=CC=C(C=C1)C1(C2=CC=CC=C2C=2C=CC=CC12)C1=CC=CC=C1